4-(3-hydroxypropoxy)benzoic acid OCCCOC1=CC=C(C(=O)O)C=C1